1-[6-(4-aminocyclohexyl)-4-[7-(difluoromethyl)-6-(1-methylpyrazol-4-yl)-3,4-dihydro-2H-quinolin-1-yl]-1,3-dihydroisoindol-2-yl]vinyl ketone NC1CCC(CC1)C1=CC(=C2CN(CC2=C1)C(=C)C(=O)C(=C)N1CC2=CC(=CC(=C2C1)N1CCCC2=CC(=C(C=C12)C(F)F)C=1C=NN(C1)C)C1CCC(CC1)N)N1CCCC2=CC(=C(C=C12)C(F)F)C=1C=NN(C1)C